O=C1NC(CCC1N1C(N(C2=C1C=CC=C2C#CCN2CCC1(CN(C1)C(=O)OC(C)(C)C)CC2)C)=O)=O tert-butyl 7-(3-(1-(2,6-dioxopiperidin-3-yl)-3-methyl-2-oxo-2,3-dihydro-1H-benzo[d]imidazol-4-yl)prop-2-yn-1-yl)-2,7-diazaspiro[3.5]nonane-2-carboxylate